N1C=CC2=CC=CC(=C12)S(=O)(=O)C1=CC=C(C=C1)CNC(=O)C1=CC=2C(=CN=CC2)S1 N-{[4-(1H-indole-7-sulfonyl)phenyl]methyl}thieno[2,3-c]pyridine-2-carboxamide